COCCOC=1C=CC(=C(C1)N1CCN(CC1)CC=1SC2=C(N1)C=CC=C2)C=2N=NNN2 2-[[4-[5-(2-methoxyethoxy)-2-(2H-tetrazol-5-yl)phenyl]piperazin-1-yl]methyl]-1,3-benzothiazole